methyl 5-methyl-4-(3-(trifluoromethyl)phenyl)furan-2-carboxylate CC1=C(C=C(O1)C(=O)OC)C1=CC(=CC=C1)C(F)(F)F